COC=1C=C(N=NC1)NC(C)=O N-(5-Methoxypyridazin-3-yl)acetamide